FC=1C=C(C=CC1)C1=CC=C(C=N1)C(=O)NC=1C=NC(=NC1)N1[C@H](CN(CC1)C1=NC=CC=C1)C 6-(3-fluorophenyl)-N-[2-[(2S)-2-methyl-4-(2-pyridyl)piperazin-1-yl]pyrimidin-5-yl]pyridine-3-carboxamide